FC=1C=C(C=CC1OC1=C2C(=NC=C1)NN=C2N[C@H](CO)C)NC(=O)C2=CN(C=C(C2=O)C2=CC=C(C=C2)F)C(C)C (S)-N-(3-fluoro-4-((3-((1-hydroxypropan-2-yl)amino)-1H-pyrazolo[3,4-b]pyridin-4-yl)oxy)phenyl)-5-(4-fluorophenyl)-1-isopropyl-4-oxo-1,4-dihydropyridine-3-carboxamide